C1(CC1)C(=O)C1[C@H]2C[C@H]2CC1=O (1S,5S)-2-(cyclopropanecarbonyl)bicyclo[3.1.0]hexan-3-one